C(C1=CC=CC=C1)OC1=C(C(=NN1C)C)I 5-(benzyloxy)-4-iodo-1,3-dimethyl-1H-pyrazole